1-benzyl-2-oxoindoline C(C1=CC=CC=C1)N1C(CC2=CC=CC=C12)=O